COC(\C=C/C(=O)[O-])=O mono-methylmaleate